(±)-N-(8-((5,6-dihydro-[1,2,4]triazolo[1,5-a]pyrazin-7(8H)-yl)methyl)-1-methyl-2-oxo-2,3,4,5-tetrahydro-1H-benzo[b]azepin-3-yl)-4-phenylpyrimidine-2-carboxamid N=1C=NN2C1CN(CC2)CC=2C=CC1=C(N(C([C@@H](CC1)NC(=O)C1=NC=CC(=N1)C1=CC=CC=C1)=O)C)C2 |r|